C1(CCC12CCC2)(CC(=O)N)CC(=O)N spiro[3.3]heptanedicarboxyamide